C1CC12NCCN(C2)CC2=CC=C(C=C2)N2C(=NC=1C2=NC(=CC1)C1=CC=CC=C1)C=1C(=NC=CC1)N 3-(3-(4-(4,7-Diazaspiro[2.5]octan-7-ylmethyl)phenyl)-5-phenyl-3H-imidazo[4,5-b]pyridin-2-yl)pyridin-2-amine